CNC1(CCCCC1)NC trans-(1S,2S)-N,N'-dimethylcyclohexanediamine